ClC1=C(C(=C(C=C1OC)OC)Cl)C1=NC=C2C=C(N=CC2=C1)NC1=C(C=C(C=C1)N1CCOCC1)NC(C=C)=O N-(2-((7-(2,6-dichloro-3,5-dimethoxyphenyl)-2,6-naphthyridin-3-yl)amino)-5-morpholinophenyl)acrylamide